COC(C(C(=O)C1=CC=C(C=C1)F)Br)=O.C(CCCCCCCCCCCCCCC)(=O)O Hexadecanoic acid methyl-2-bromo-3-(4-fluorophenyl)-3-oxopropanoate